NC=1C(N=CC=CC1)=O (S)-3-aminoazepin-2-one